C(C)(C)(C)O[C@H]1[C@@H](C[C@H]2N(CCC3=CC(=C(C=C23)OC)OC(C(F)(F)F)C)C1)O (2R,3R,11bR)-3-(tert-butoxy)-10-methoxy-9-((1,1,1-trifluoropropan-2-yl)oxy)-1,3,4,6,7,11b-hexahydro-2H-pyrido[2,1-a]isoquinolin-2-ol